tert-butyl 4-(7-methoxy-[1,2,4]triazolo[1,5-a]pyridin-6-yl)piperidine-1-carboxylate COC1=CC=2N(C=C1C1CCN(CC1)C(=O)OC(C)(C)C)N=CN2